3-benzoyl-1-(5-bromo-2-oxo-1,2-dihydroacenaphthylen-1-yl)pyrimidine-2,4(1H,3H)-dione C(C1=CC=CC=C1)(=O)N1C(N(C=CC1=O)C1C(C2=CC=C(C3=CC=CC1=C23)Br)=O)=O